CNC[C@@H]([C@H]([C@@H]([C@@H](CO)O)O)O)O (2R,3R,4R,5S)-6-(methylamino)hexane-1,2,3,4,5-penta-ol